(R)-3-((1R,3R)-1-(2,6-difluoro-4-(2-(3-(fluoromethyl)azetidin-1-yl)ethoxy)phenyl)-3-methyl-3,4-dihydro-1H-pyrido[3,4-b]indol-2(9H)-yl)-2-methylpropan-1-ol FC1=C(C(=CC(=C1)OCCN1CC(C1)CF)F)[C@H]1N([C@@H](CC2=C1NC1=CC=CC=C21)C)C[C@H](CO)C